4-((3S,6S,10aS)-6-amino-5-oxodecahydropyrrolo[1,2-a]azocine-3-carbonyl)-6-(4-methylpyridin-3-yl)-4,6-diazaspiro[2.4]heptane-5,7-dione N[C@H]1CCCC[C@@H]2N(C1=O)[C@@H](CC2)C(=O)N2C1(CC1)C(N(C2=O)C=2C=NC=CC2C)=O